[N+](=[N-])=CC(CC[C@@H](C(=O)OC(C)C)NC([C@](C)(C1=CC=CC=C1)O)=O)=O isopropyl (S)-6-diazo-2-((S)-2-hydroxy-2-phenylpropanamido)-5-oxohexanoate